C(CCCCCCCCC)NC(CCCCCCOC1OCCCC1)CCCCCCCCC decyl-[1-(oxan-2-yloxy)hexadecan-7-yl]amine